hydrogen iodite I(=O)O